3,3-dimethylhex-5-enoic acid CC(CC(=O)O)(CC=C)C